(racemic)-6-(4-fluoro-1-((2'-methoxy-[1,1'-biphenyl]-4-yl)methyl)-1H-indole-7-carboxamido)spiro[3.3]heptane-2-carboxylic acid FC1=C2C=CN(C2=C(C=C1)C(=O)NC1CC2(CC(C2)C(=O)O)C1)CC1=CC=C(C=C1)C1=C(C=CC=C1)OC